ClC1=NC=C2C=CC(=NC2=C1)C(=O)O 7-chloro-1,6-naphthyridine-2-carboxylic acid